(1r,4r)-4-(3-bromoanilino)-2'-methylspiro[cyclohexane-1,1'-indene]-4-carboxylic acid BrC=1C=C(NC2(CCC3(C(=CC4=CC=CC=C34)C)CC2)C(=O)O)C=CC1